3-cyclohexyl-1-(furan-2-yl)propan-1-one C1(CCCCC1)CCC(=O)C=1OC=CC1